(3R)-7-fluoro-1,2,3,4-tetrahydro-1,5-naphthyridin FC1=CN=C2CCCNC2=C1